BrC1=CC2=C(N=C(S2)N[C@@H]2C[C@H](CC2)NC2=NC=C(C=N2)OC(F)F)C=C1 (1S,3S)-N1-(6-bromobenzothiazol-2-yl)-N3-(5-(difluoromethoxy)pyrimidin-2-yl)cyclopentane-1,3-diamine